3,4-dihydro-2,6-naphthyridin-1(2H)-one C1(NCCC2=CN=CC=C12)=O